ClC=1C(=C(C(=CC1)F)[C@@H](NC1=NC2=C(N1COCC[Si](C)(C)C)C=CC=C2)C2CCCC2)F (S)-N-((3-chloro-2,6-difluorophenyl)(cyclopentyl)methyl)-1-((2-(trimethylsilyl)ethoxy)methyl)-1H-benzo[d]imidazol-2-amine